8-isopropyl-2-(methylsulfanyl)-7-oxopyrido[2,3-d]pyrimidin-5-yl trifluoromethanesulfonate FC(S(=O)(=O)OC1=CC(N(C=2N=C(N=CC21)SC)C(C)C)=O)(F)F